(S)-2-((1-(tert-Butoxycarbonyl)piperidin-4-yl)methyl)-1-(oxetan-2-ylmethyl)-1H-benzo[d]imidazole-6-carboxylic acid methyl ester COC(=O)C=1C=CC2=C(N(C(=N2)CC2CCN(CC2)C(=O)OC(C)(C)C)C[C@H]2OCC2)C1